{6-[(R)-3-piperidylamino]-2-pyridyl}-2-allyl-6-(p-chlorophenylamino)-1,2-dihydro-3H-1,2,5,7-tetraazainden-3-one N1C[C@@H](CCC1)NC1=CC=CC(=N1)N1N(C(C2=CN=C(N=C12)NC1=CC=C(C=C1)Cl)=O)CC=C